C(C)(C)(C)OC(NCCOC=1C(=C2CC(CC2=CC1)N)Cl)=O.COC(=O)C1=CC=C(S1)CNC1=CC=C(C=C1)C1=NOC(=N1)C(C)C1=CC=CC2=CC=CC=C12 N-((5-methoxycarbonylthiophen-2-yl)methyl)-4-(5-(1-(naphthalen-1-yl)ethyl)-1,2,4-oxadiazol-3-yl)aniline tert-butyl-N-[2-[(2-amino-4-chloro-2,3-dihydro-1H-inden-5-yl)oxy]ethyl]carbamate